N,N-bis(3-methoxybenzyl)-4-((2-morpholinoethoxy)methyl)thiazol-2-amine COC=1C=C(CN(C=2SC=C(N2)COCCN2CCOCC2)CC2=CC(=CC=C2)OC)C=CC1